methyl [1-(2-amino-2-oxoethyl)-1H-imidazol-4-yl][(tert-butoxycarbonyl)amino]acetate NC(CN1C=NC(=C1)C(C(=O)OC)NC(=O)OC(C)(C)C)=O